[6-(3-cyclopropyl-1,2,4-triazol-1-yl)-2-azaspiro[3.3]heptan-2-yl]-[6-[[3-[1-(trifluoromethyl)cyclopropyl]-1,2,4-oxadiazol-5-yl]methyl]-2,6-diazaspiro[3.3]heptan-2-yl]methanone C1(CC1)C1=NN(C=N1)C1CC2(CN(C2)C(=O)N2CC3(C2)CN(C3)CC3=NC(=NO3)C3(CC3)C(F)(F)F)C1